(2S)-1-{[2-(2-cyanobiphenyl-3-yl)-7-methyl-1,3-benzoxazol-5-yl]methyl}piperidine-2-carboxylic acid C(#N)C1=C(C=CC=C1C=1OC2=C(N1)C=C(C=C2C)CN2[C@@H](CCCC2)C(=O)O)C2=CC=CC=C2